COC(=O)C1=CNC=CC1=O 4-oxo-1,4-dihydroPyridine-3-carboxylic acid methyl ester